(γ-mercaptopropyl)tri-methyloxysilane SCCC[Si](OC)(OC)OC